3-methyl-6-(4,4,5,5-tetramethyl-1,3,2-dioxaborolan-2-yl)isoquinolin-1(2H)-one CC=1NC(C2=CC=C(C=C2C1)B1OC(C(O1)(C)C)(C)C)=O